ClC1=C(C=C(C=C1)CCN[C@@H]([C@H]1CNC2=C(N1)N=CC=C2)C2=CC=CC=C2)CC(=O)O 2-(2-chloro-5-(2-(((R)-phenyl((R)-1,2,3,4-tetrahydropyrido[2,3-b]pyrazin-3-yl)methyl)amino)ethyl)phenyl)acetic acid